4-(4-((3-cyanobenzyl)oxy)phenyl)-N-(4-phenylbutyl)-1H-imidazole-1-carboxamide C(#N)C=1C=C(COC2=CC=C(C=C2)C=2N=CN(C2)C(=O)NCCCCC2=CC=CC=C2)C=CC1